N-(5-(dimethylamino)pentyl)-4-[123I]iodobenzamide CN(CCCCCNC(C1=CC=C(C=C1)[123I])=O)C